[N+](=O)([O-])C1=CC=C(OP(=O)(OC2=CC=CC=C2)N[C@@H](C)C(=O)OC2CCCCCCC2)C=C1 cyclooctyl ((4-nitrophenoxy)(phenoxy)phosphoryl)-L-alaninate